C(N)(OC1=C(C=CC=C1)C(=C)C(N1CCCC1)=O)=O (2-(3-oxo-3-(pyrrolidin-1-yl) prop-1-en-2-yl) phenyl) carbamate